C(C)(CC)C1C(NC2=C(CN1C(=O)NCCNC(=O)N)C=CC=C2)=O 3-(sec-butyl)-2-oxo-N-(2-ureidoethyl)-1,2,3,5-tetrahydro-4H-benzo[1,4]diazepine-4-carboxamide